C(C1=CC=CC=C1)N(C(O)=O)[C@@H]1[C@H]([C@@H](NC2=CC(=NC=C12)OC)C1CC1)C.N1(C(=O)NC=2NC(=O)NC2C1=O)[2H] uric acid-d benzyl-((2S,3S,4R)-2-cyclopropyl-7-methoxy-3-methyl-1,2,3,4-tetrahydro-1,6-naphthyridin-4-yl)carbamate